5-(2-((2-Fluoroethyl)(methyl)amino)ethoxy)-N-(1-(7-methoxyquinolin-5-yl)cyclopropyl)-2-methylbenzamide FCCN(CCOC=1C=CC(=C(C(=O)NC2(CC2)C2=C3C=CC=NC3=CC(=C2)OC)C1)C)C